PHOSPHORIC ACID, MONO(2-ETHYLHEXYL) ESTER P(OCC(CCCC)CC)([O-])([O-])=O